C(#N)COC(=O)N1CCCCC1 (cyanomethyl)piperidine-1-carboxylate